NC1=C(C(=O)NCC)C=C(C=N1)C1=C(C=C(C=C1)NC(C(O)C1=CC(=CC(=C1)F)F)=O)CC 2-amino-5-(4-(2-(3,5-difluorophenyl)-2-hydroxyacetamido)-2-ethyl-phenyl)-N-ethylnicotinamide